5-(5-amino-7-(4-fluorophenyl)-2-((3-fluoropyridin-2-yl)methyl)-[1,2,4]triazolo[1,5-c]pyrimidin-8-yl)-1,6-dimethylpyridin-2(1H)-one NC1=NC(=C(C=2N1N=C(N2)CC2=NC=CC=C2F)C=2C=CC(N(C2C)C)=O)C2=CC=C(C=C2)F